N(=C=S)[C@H]1CN(CCC1)C(=O)OC(C)(C)C tert-butyl (R)-3-isothiocyanatopiperidine-1-carboxylate